N-(benzoylthio)-1-ethyl-9-(4-methylbenzyl)-pyrido[3,4-b]indole-3-carboxamide C(C1=CC=CC=C1)(=O)SNC(=O)C1=CC2=C(N(C3=CC=CC=C23)CC2=CC=C(C=C2)C)C(=N1)CC